C(=O)O.C(=O)O.C(OC1=CC(=NC=N1)C=1C=C(C=NC1)O)([2H])([2H])[2H] 5-{6-[(2H3)methoxy]pyrimidin-4-yl}pyridin-3-ol diformate